C(C)OC(C1=CC=C(C=C1)N1CCN(CC1)C1=CC(=C(C=C1)O)C)=O 4-(4-(4-Hydroxy-3-methylphenyl)piperazin-1-yl)benzoic acid ethyl ester